FC1=C(C(=CC(=C1)O)F)C1C(NC(CC1)=O)=O 3-(2,6-difluoro-4-hydroxyphenyl)piperidine-2,6-dione